ClC1=C(OCCCCCOCC(=O)[O-])C(=CC(=C1)C(C)(C1=CC=C(C=C1)OCC1=NC(=NC=C1)SC)C)C#N 2-(5-(2-chloro-6-cyano-4-(1-methyl-1-(4-((2-methylsulfanylpyrimidin-4-yl)methoxy)phenyl) ethyl)phenoxy)pentoxy)acetate